N1COCC12CCNCC2 3-oxa-1,8-diazaspiro[4.5]decane